FC1=C(C(=C(C#N)C=C1)O)CCO 4-Fluoro-2-hydroxy-3-(2-hydroxyethyl)benzonitrile